6,6'-di-t-butyl-2,2'-bipyridyl C(C)(C)(C)C1=CC=CC(=N1)C1=NC(=CC=C1)C(C)(C)C